N1C=NC2=C1C=CC(=C2)N2C(OC[C@@H]2C2=C(C(=C(C=C2)OCCC(C)(F)F)F)F)=O (S)-3-(1H-benzo[d]imidazol-5-yl)-4-(4-(3,3-difluorobutoxy)-2,3-difluorophenyl)oxazolidin-2-one